ClC1=CC(=C(C=C1)N1N=NC(=C1)C(=O)OCC)C1=NC=NC(=C1)O ethyl 1-[4-chloro-2-(6-hydroxypyrimidin-4-yl)phenyl]-1H-1,2,3-triazole-4-carboxylate